2-(3,4-dichlorophenyl)-6-[[5-(ethoxymethyl)pyrazol-1-yl]methyl]-1-ethyl-4-oxo-pyridine-3-carboxylic acid ClC=1C=C(C=CC1Cl)C=1N(C(=CC(C1C(=O)O)=O)CN1N=CC=C1COCC)CC